3-amino-aminomethylthio-1-propanesulfonic acid sodium salt [Na+].NCCC(S(=O)(=O)[O-])SCN